[Na].OC1=CC=C(C(=O)OCCCC)C=C1 butyl para-hydroxybenzoate sodium